C1(=CC=CC=C1)CCCC1=NC=CC=C1 2-(3-Phenylpropyl)pyridin